C(C)(C)(C)OC(=O)NC(=N)N(OS(=O)(=O)C1=CC=C(C=C1)C)C(=O)OC(C)(C)C N,N'-Di-t-Butoxycarbonyl-N'-(4-methylbenzenesulfonyloxy)guanidine